5-[(4S)-4-hydroxy-4-methyl-1,2-oxazolidine-2-carbonyl]-3-methyl-6-[[5-methyl-3-(trifluoromethyl)-1H-pyrazol-4-yl]methyl]-1-propan-2-ylthieno[2,3-d]pyrimidine-2,4-dione O[C@]1(CN(OC1)C(=O)C1=C(SC=2N(C(N(C(C21)=O)C)=O)C(C)C)CC=2C(=NNC2C)C(F)(F)F)C